2-(2-(cyclopropanesulfonylamino)thiazol-4-yl)-N-(5-(6-isopropylpyrazin-2-yl)pyridin-2-yl)butyramide C1(CC1)S(=O)(=O)NC=1SC=C(N1)C(C(=O)NC1=NC=C(C=C1)C1=NC(=CN=C1)C(C)C)CC